2'-Chloro-6-fluoro-5'-(2-((4-methoxybenzyl)(methyl)amino)-1-phenylethyl)-5-(2-methoxyethoxy)-[1,1'-biphenyl]-2-carboxamide ClC1=C(C=C(C=C1)C(CN(C)CC1=CC=C(C=C1)OC)C1=CC=CC=C1)C=1C(=CC=C(C1F)OCCOC)C(=O)N